(S)-(6-chlorochroman-3-yl)(1-(2-(dimethylamino)ethyl)-6-(5-methoxy-1H-pyrazol-4-yl)-1H-indol-3-yl)methanone ClC=1C=C2C[C@@H](COC2=CC1)C(=O)C1=CN(C2=CC(=CC=C12)C=1C=NNC1OC)CCN(C)C